C(C1=CC=CC=C1)N1C[C@@H](N([C@H](C1)C)C(=O)OC(C)(C)C)COC Tert-butyl (2R,6S)-4-benzyl-2-(methoxymethyl)-6-methylpiperazine-1-carboxylate